OCCCC=1C=C2CN(C(C2=CC1)=O)C1C(NC(CC1)=O)=O 3-(5-(3-hydroxypropanyl)-1-oxoisoindolin-2-yl)piperidine-2,6-dione